2-(2-(4-(p-Tolyl)piperazin-1-yl)ethyl)isoindoline-1,3-dione C1(=CC=C(C=C1)N1CCN(CC1)CCN1C(C2=CC=CC=C2C1=O)=O)C